FC1(CC(CC1)C(=O)NN)F 3,3-difluorocyclopentanecarbohydrazide